NC=1C(=NC(=C(C1)F)OCC1=CC=C(C=C1)F)NC(CCC)=O N-(3-amino-6-((4-fluorobenzyl)oxy)-5-fluoropyridin-2-yl)butanamide